bromo-[1,1':3',1''-terphenyl]-4,4''-dicarboxylic acid diethyl ester C(C)OC(=O)C1=CC(=C(C=C1)C1=CC(=CC=C1)C1=CC=C(C=C1)C(=O)OCC)Br